C(C)(=O)N1[C@@H]2C(O[C@H](C1)CC2)=O (1S,4S)-5-acetyl-2-oxa-5-azabicyclo[2.2.2]octan-3-one